BrCCCC(CC(C(C(C(C(C(C(C(C(F)(F)F)(F)F)(F)F)(F)F)(F)F)(F)F)(F)F)(F)F)(F)F)I 14-Bromo-1,1,1,2,2,3,3,4,4,5,5,6,6,7,7,8,8,9,9-nonadecafluoro-11-iodotetradecane